[Au+].CC1(C(NC(N1)=O)=O)C 5,5-dimethylhydantoin gold (I)